COC(=O)C1=C(CN2N=CC(=C2)C(=O)O)C=CC=C1 1-(2-(methoxycarbonyl)benzyl)-1H-pyrazole-4-carboxylic acid